CC1=C([N+](=C(N1)C=1C=C(C=CC1F)C1=C(C=CC=C1F)F)[O-])C(NC1=CC(=CC=C1)C(F)(F)F)=O 5-methyl-2-(2',4,6'-trifluoro-[1,1'-biphenyl]-3-yl)-4-((3-(trifluoromethyl)phenyl)carbamoyl)-1H-imidazole 3-oxide